C1N(CCC2=NN3C(CNCCC3)=C21)C(=O)[O-] 3,4,8,9,10,11-hexahydro-1H-pyrido[4',3':3,4]pyrazolo[1,5-a][1,4]diazepine-2(7H)-carboxylate